(E)-2-(1-(furan-2-yl)ethylidene)hydrazine-1-carbothioamide O1C(=CC=C1)\C(\C)=N\NC(N)=S